5-((6-bromo-3-isopropyl-3H-imidazo[4,5-c]pyridin-4-yl)amino)-N-(1-(difluoromethyl)cyclobutyl)-2-methylbenzamide BrC1=CC2=C(C(=N1)NC=1C=CC(=C(C(=O)NC3(CCC3)C(F)F)C1)C)N(C=N2)C(C)C